C(#N)/C=C/[C@@H]1C([C@@H]1C(=O)OCC1=C(C(=CC(=C1F)F)F)F)(C)C 2,3,5,6-tetrafluorobenzyl (1R,3S)-3-((E)-2-cyanovinyl)-2,2-dimethylcyclopropanecarboxylate